8-(3-isopropyl-5-(piperidin-4-yl)-1H-indol-2-yl)-9H-purin-6-amine C(C)(C)C1=C(NC2=CC=C(C=C12)C1CCNCC1)C=1NC2=NC=NC(=C2N1)N